C(C)(C)(C)OC(=O)N1CCC(CC1)CCOCC1CCNCC1 4-(2-(piperidin-4-ylmethoxy)ethyl)piperidine-1-carboxylic acid tert-butyl ester